1,3-Diisocyanato-adamantane N(=C=O)C12CC3(CC(CC(C1)C3)C2)N=C=O